FC(OC1=C(C(=C(C(=C1F)F)F)F)S(=O)(=O)N)F 2-(difluoromethoxy)-3,4,5,6-tetrafluoro-benzenesulfonamide